ClC1=C(C2=C(NC(O[C@@]23CN(CCC3)C(=O)C3=NN=C(N3)C(CC3=CC=CC=C3)C3=CC=CC=C3)=O)C=C1)F (4R)-6-Chloro-1'-(5-(1,2-diphenylethyl)-4H-1,2,4-triazole-3-carbonyl)-5-fluorospiro[benzo[d][1,3]oxazine-4,3'-piperidin]-2(1H)-one